1-(6-o-methylbenzoyl-9-ethylcarbazol-3-yl)-(3-cyclopentylacetone) CC1=C(C(=O)C=2C=C3C=4C=C(C=CC4N(C3=CC2)CC)CC(=O)CC2CCCC2)C=CC=C1